C1(=CC(=CC=C1)CC1C2(CCOC(N2)=O)CCCN1C(=O)NCC)C1=CC=CC=C1 (CIS)-7-({[1,1'-biphenyl]-3-yl}methyl)-N-ethyl-2-oxo-3-oxa-1,8-diazaspiro[5.5]undecane-8-carboxamide